5-Bromo-4-hydroxy-3H-isobenzofuran-1-one BrC=1C(=C2COC(C2=CC1)=O)O